8-oxa-3-azaspiro[4.4]nonane C1CNCC12CCOC2